N(C(=O)OC(C)(C)C)C(=O)OC(C)(C)C Di-Tert-Butyl Iminodicarboxylate